3-((5-(3-(1,4-diazepane-1-carbonyl)phenyl)furan-2-yl)methylene)-7-methylindolin-2-one N1(CCNCCC1)C(=O)C=1C=C(C=CC1)C1=CC=C(O1)C=C1C(NC2=C(C=CC=C12)C)=O